bis(2,6-dit-butyl-4-methyl-phenyl)pentaerythritol C(C)(C)(C)C1=C(C(=CC(=C1)C)C(C)(C)C)C(O)(C(CO)(CO)CO)C1=C(C=C(C=C1C(C)(C)C)C)C(C)(C)C